CN(C)CC1=CNC2=NC=CC=C21 N,N-dimethyl-1-(1H-pyrrolo[2,3-b]pyridin-3-yl)methylamine